ClC1=C(C(=O)C2=CC(=C(C=C2)C2CN(CC2)C(=O)C2=NC=CC=C2Cl)CO)C=CC=C1 (3-(4-(2-chlorobenzoyl)-2-(hydroxymethyl)phenyl)pyrrolidin-1-yl)(3-chloropyridin-2-yl)methanone